4-(ethoxymethoxy)-2-hydroxy-5-(3-methylbut-2-en-1-yl)benzaldehyde C(C)OCOC1=CC(=C(C=O)C=C1CC=C(C)C)O